ClC=1C(=CC=2C3=C(C(=NC2C1F)C#CCO)CN([C@H]3C)C(COC)=O)OC (S)-1-(7-chloro-6-fluoro-4-(3-hydroxyprop-1-yn-1-yl)-8-methoxy-1-methyl-1,3-dihydro-2H-pyrrolo[3,4-c]quinolin-2-yl)-2-methoxyethan-1-one